1-((4-hydroxyphenyl)((5-methyl-1,3,4-thiadiazol-2-yl)amino)methyl)naphthalen-2-ol OC1=CC=C(C=C1)C(C1=C(C=CC2=CC=CC=C12)O)NC=1SC(=NN1)C